ethyl 2,2-dimethyl-5-oxopyrrolidine-3-carboxylate CC1(NC(CC1C(=O)OCC)=O)C